FC=1C(=C(C=CC1F)[C@H]1[C@@H](O[C@]([C@H]1C)(C(F)(F)F)C)C(=O)NC=1C=NC(=CC1)C(COC)O)OC |o1:8,9,11,12| rel-(2R*,3S*,4S*,5R*)-3-(3,4-difluoro-2-methoxyphenyl)-N-(6-(1-hydroxy-2-methoxyethyl)pyridin-3-yl)-4,5-dimethyl-5-(trifluoromethyl)tetrahydrofuran-2-carboxamide